CN(C12CC(C1)(C2)C(=O)O)C 3-(dimethylamino)bicyclo[1.1.1]pentane-1-carboxylic acid